6-((1S,2S)-2-(5-chloropyrimidin-2-yl)cyclobutyl)-4-oxo-1-((S)-1-(6-(trifluoromethyl)pyridin-3-yl)ethyl)-4,5-dihydro-1H-pyrazolo[3,4-d]pyrimidine-3-carbonitrile ClC=1C=NC(=NC1)[C@@H]1[C@H](CC1)C=1NC(C2=C(N1)N(N=C2C#N)[C@@H](C)C=2C=NC(=CC2)C(F)(F)F)=O